4-[3-[(7S)-3-(3,5-difluorophenyl)-2,7-dimethyl-5,7-dihydro-4H-pyrazolo[3,4-c]pyridine-6-carbonyl]-5-fluoro-phenyl]-1H-pyrrole-2-carbonitrile FC=1C=C(C=C(C1)F)C=1N(N=C2[C@@H](N(CCC21)C(=O)C=2C=C(C=C(C2)F)C=2C=C(NC2)C#N)C)C